1-(4-fluoro-3-nitro-phenyl)ethanone FC1=C(C=C(C=C1)C(C)=O)[N+](=O)[O-]